ClC1=C2C=CC=NC2=C2N=CC=CC2=C1 5-chloro[1,10]phenanthroline